8-(6-(2,2-difluoro-1-methylcyclopropyl)pyridin-3-yl)-3-methyl-6-oxo-3,4-dihydro-2H,6H-pyrimido[2,1-b][1,3]thiazine-7-carbonitrile FC1(C(C1)(C)C1=CC=C(C=N1)C=1N=C2SCC(CN2C(C1C#N)=O)C)F